acetyl-L-carnitine hydrochloride CC(=O)O[C@H](CC(=O)O)C[N+](C)(C)C.[Cl-]